hexafluoroantimonate silver silver [Ag+].[Ag+].F[Sb-](F)(F)(F)(F)F.F[Sb-](F)(F)(F)(F)F